2'-((3-chloro-1H-pyrazol-4-yl)amino)-7'-((1R,3R)-3-hydroxycyclohexyl)spiro[cyclopropane-1,5'-pyrrolo[2,3-d]pyrimidin]-6'(7'H)-one ClC1=NNC=C1NC=1N=CC2=C(N1)N(C(C21CC1)=O)[C@H]1C[C@@H](CCC1)O